3-Amino-7-chloro-1,5-dimethyl-1H-pyrrolo[3,2-c]pyridin-4(5H)-one hydrochloride Cl.NC1=CN(C2=C1C(N(C=C2Cl)C)=O)C